cis-3,6-dichloro-1-(3-((1-(2-methyltetrahydro-2H-pyran-4-yl)-4-nitro-1H-pyrazol-3-yl)oxy)propyl)-1H-pyrazolo[3,4-d]pyrimidine ClC1=NN(C2=NC(=NC=C21)Cl)CCCOC2=NN(C=C2[N+](=O)[O-])[C@@H]2C[C@@H](OCC2)C